C(C=1C(C(=O)OCCCCCCCCCCC(C)C)=CC(C(=O)OCCCCCCCCCCC(C)C)=CC1)(=O)OCCCCCCCCCCC(C)C tris(isotridecyl) trimellitate